3,4',5-triethoxybenzophenone C(C)OC=1C=C(C(=O)C2=CC=C(C=C2)OCC)C=C(C1)OCC